COCCN1N=CC(=C1)C1=CN2C(S1)=C(C=N2)C(=O)NC=2C(=NC=C(C2)NC(CN2C[C@@H](CC2)C)=O)C |o1:31| (R*)-2-(1-(2-methoxyethyl)-1H-pyrazol-4-yl)-N-(2-methyl-5-(2-(3-methylpyrrolidin-1-yl)acetamido)pyridin-3-yl)pyrazolo[5,1-b]thiazole-7-carboxamide